1,1,1-trifluoro-N-phenyl-N-triflyl-methane-sulfonamide FC(S(=O)(=O)N(S(=O)(=O)C(F)(F)F)C1=CC=CC=C1)(F)F